Dimethylsilyl-bis(n-butylcyclopentadienyl)zirconium dichloride [Cl-].[Cl-].C[SiH](C)[Zr+2](C1(C=CC=C1)CCCC)C1(C=CC=C1)CCCC